N-(1-(3-fluorobenzyl)-6-(1-methyl-7-oxo-6,7-dihydro-1H-pyrrolo[2,3-c]pyridin-3-yl)-1H-indol-4-yl)acetamide FC=1C=C(CN2C=CC3=C(C=C(C=C23)C2=CN(C=3C(NC=CC32)=O)C)NC(C)=O)C=CC1